4-Chloro-α-[[2-(1,4-dihydro-2,4-dioxo-3(2H)-quinazolinyl)acetyl]amino]-3-fluorobenzeneacetic acid ClC1=C(C=C(C=C1)C(C(=O)O)NC(CN1C(NC2=CC=CC=C2C1=O)=O)=O)F